1-(4-(7-chloro-6-(2-fluoro-6-hydroxyphenyl)-4-(2-(2-propanyl)phenyl)-1-phthalazinyl)-1-piperazinyl)-2-propen-1-one ClC1=C(C=C2C(=NN=C(C2=C1)N1CCN(CC1)C(C=C)=O)C1=C(C=CC=C1)C(C)C)C1=C(C=CC=C1O)F